5-((1R,2R)-2-((4,4-difluorocyclohexyl)-amino)cyclopropyl)-N-(tetrahydro-2H-pyran-4-yl)thiophene-3-carboxamide FC1(CCC(CC1)N[C@H]1[C@@H](C1)C1=CC(=CS1)C(=O)NC1CCOCC1)F